FC=1C(=C(C=C(C1)C1(CCOCC1)C)[C@@H](C(=O)O)N1C[C@@H](CC1)OCCCCCC1=NC=2NCCCC2C(=C1)OC)OC (S)-2-(3-fluoro-2-methoxy-5-(4-methyltetrahydro-2H-pyran-4-yl)phenyl)-2-((R)-3-((5-(4-methoxy-5,6,7,8-tetrahydro-1,8-naphthyridin-2-yl)pentyl)oxy)pyrrolidin-1-yl)acetic acid